COC(CCN(C=1SC(=CN1)C(=O)O)C)=O 2-((3-methoxy-3-oxopropyl)(methyl)amino)thiazole-5-carboxylic acid